2-Desoxy-2-chlorofucose Cl[C@H](C=O)[C@H](O)[C@H](O)[C@@H](O)C